2,6-dimethyl-5,6-dihydro-4H-benzo[b][1,2,4]triazolo[1,5-d][1,4]diazepin-7-amine CC1=NN2C=3C(N(CCC2=N1)C)=C(C=CC3)N